4-((R)-2-azidobut-2-yl)-6-chloro-1-(((2R,4R)-4-(methylsulfonyl)pent-2-yl)oxy)-2,7-naphthyridine N(=[N+]=[N-])[C@](C)(CC)C1=CN=C(C2=CN=C(C=C12)Cl)O[C@H](C)C[C@@H](C)S(=O)(=O)C